N1CCC(CC1)OC=1C=C2C=CN(C2=CC1)C(=O)OC(C)(C)C tert-butyl 5-(piperidin-4-yloxy)-1H-indole-1-carboxylate